2-(1,3-Benzoxazol-2-ylamino)-2-cyclohexyl-N-(2-oxospiro[1H-indole-3,4'-oxane]-6-yl)-acetamide O1C(=NC2=C1C=CC=C2)NC(C(=O)NC2=CC=C1C(=C2)NC(C12CCOCC2)=O)C2CCCCC2